6-[1-(1,3-benzothiazol-2-ylcarbamoyl)-5,6-dihydroimidazo[1,5-a]pyrazin-7(8H)-yl]pyridine-2-carboxylic acid S1C(=NC2=C1C=CC=C2)NC(=O)C=2N=CN1C2CN(CC1)C1=CC=CC(=N1)C(=O)O